methyl (E)-4-[2-[2-[2-[2-[2-[2-[bis(tert-butoxycarbonyl)amino]ethoxy]ethoxy]ethoxy]ethoxy]ethoxy]ethoxy]but-2-enoate C(C)(C)(C)OC(=O)N(CCOCCOCCOCCOCCOCCOC/C=C/C(=O)OC)C(=O)OC(C)(C)C